N'-methyl-N'-[(1R)-1-[5-(trifluoromethyl)-2-pyridyl]ethyl]oxamide CN(C(C(N)=O)=O)[C@H](C)C1=NC=C(C=C1)C(F)(F)F